O1C(C=CC2=CC=CC=C12)=O 1H,2H-chromen-2-one